N1=CC=C(C=C1)C=1N=CC2=C(N1)C=NO2 5-(pyridin-4-yl)isoxazolo[4,5-d]pyrimidine